5-({2-[({4-[1-(2-hydroxyethyl)piperidin-4-yl]phenyl}carbonyl)amino]pyridin-4-yl}oxy)-6-(2-methoxyethoxy)-N-methyl-1H-indole-1-carboxamide tosylate salt S(=O)(=O)(O)C1=CC=C(C)C=C1.OCCN1CCC(CC1)C1=CC=C(C=C1)C(=O)NC1=NC=CC(=C1)OC=1C=C2C=CN(C2=CC1OCCOC)C(=O)NC